C(OC1=CC=C(C=C1)[N+](=O)[O-])(OC(CCCCCCC)CCCCCCC)=O 4-nitrophenyl pentadecan-8-yl carbonate